Oleoyl-sn-glycero-3-phosphocholine C(CCCCCCC\C=C/CCCCCCCC)(=O)C(OP(OC[C@@H](CO)O)(=O)[O-])C[N+](C)(C)C